5-(3-{[(1R,4r)-4-aminocyclohexyl]amino}-4-chloro-5-fluorophenyl)-1,3,4-oxadiazol-2(3H)-one NC1CCC(CC1)NC=1C=C(C=C(C1Cl)F)C1=NNC(O1)=O